4-[1-Methyl-5-[4-(trifluoromethyl)-1-piperidyl]-1,2,4-triazol-3-yl]anilin CN1N=C(N=C1N1CCC(CC1)C(F)(F)F)C1=CC=C(N)C=C1